N.P(=O)(O)([O-])[O-].[NH4+].[NH4+] ammonium hydrogenphosphate-ammonia